sodium dihydroxyphenylacrylate OC(=C(C(=O)[O-])C1=CC=CC=C1)O.[Na+]